C(C(C(C(C(F)(F)F)(F)F)(F)F)(F)F)F decafluoropentane